6-(3,5-dimethylisoxazol-4-yl)-N-ethyl-4-nitro-1-(1-phenylethyl)-1H-benzo[d]imidazol-2-amine CC1=NOC(=C1C=1C=C(C2=C(N(C(=N2)NCC)C(C)C2=CC=CC=C2)C1)[N+](=O)[O-])C